C1(CC1)NC1=NC=CC2=C1N(C=N2)C(C)C 4-(CYCLOPROPYLAMINO)-3-(PROPAN-2-YL)-3H-IMIDAZO[4,5-C]PYRIDIN